FC=1C(=NC=CC1CN1CCC(CC1)O)C=1C=C2CN(C(C2=CC1)=O)C1C(NC(CC1)=O)=O 3-(5-(3-fluoro-4-((4-hydroxypiperidin-1-yl)methyl)pyridin-2-yl)-1-oxoisoindolin-2-yl)piperidine-2,6-dione